C1(CC1)C1=NC=C(C=C1NC(C1=NC(=CC=C1)C=1C=NN(C1)CC(F)(F)F)=O)N1C[C@H](N(CC1)C1COC1)C (R)-N-(2-cyclopropyl-5-(3-methyl-4-(oxetan-3-yl)piperazin-1-yl)pyridin-3-yl)-6-(1-(2,2,2-trifluoroethyl)-1H-pyrazol-4-yl)picolinamide